6-(4-chlorophenyl)-N-[(2S)-3-hydroxy-3-methylbut-2-yl]-2-(1-methyl-1H-pyrazol-4-yl)-3-oxo-2,3-dihydropyridazine-4-carboxamide ClC1=CC=C(C=C1)C=1C=C(C(N(N1)C=1C=NN(C1)C)=O)C(=O)N[C@@H](C)C(C)(C)O